BrC1=CC=C(C=C1)[C@@]12CN(C[C@H]2C1)C1CCOCC1 (1R,5S)-1-(4-bromophenyl)-3-tetrahydropyran-4-yl-3-azabicyclo[3.1.0]hexane